5-(1H-imidazol-1-yl)-1H-pyrazolo[3,4-c]Pyridine-7-carboxylic acid methyl ester COC(=O)C=1N=C(C=C2C1NN=C2)N2C=NC=C2